triethyl-(2-hydroxypropyl)ammonium C(C)[N+](CC(C)O)(CC)CC